2-((2-(4-Methoxyphenyl)-2-oxoethyl)thio)-3-phenethylpteridin-4(3H)-one COC1=CC=C(C=C1)C(CSC1=NC2=NC=CN=C2C(N1CCC1=CC=CC=C1)=O)=O